(R)-4-amino-1-(1-(but-2-ynyl)piperidin-3-yl)-3-(4-phenoxyphenyl)-1H-imidazo[4,5-c]pyridin-2(3H)-one NC1=NC=CC2=C1N(C(N2[C@H]2CN(CCC2)CC#CC)=O)C2=CC=C(C=C2)OC2=CC=CC=C2